BrC=1CCN(CC1)C(C)=O 1-(4-Bromo-3,6-dihydro-1(2H)-pyridinyl)ethanone